BrC1=C2CC(C(C2=CC(=C1OC)C(C)(C)C)=O)C 4-bromo-6-(tert-butyl)-5-methoxy-2-methyl-1-indanone